FC(CO)(F)C=1C(=C(C=CC1)[C@@H](C)NC1=NC(=NC2=CC3=C(C=C12)N(C(CO3)=O)C)CC)F (R)-4-((1-(3-(1,1-difluoro-2-hydroxyethyl)-2-fluorophenyl)ethyl)amino)-2-ethyl-6-methyl-6H-[1,4]oxazino[3,2-g]quinazolin-7(8H)-one